C(#N)C1=CC=C(CN2N=CC(=C2)C(=O)N2CC3(CN(C3)C(=O)OC(C)(C)C)C(C2)C(=O)OCC)C=C1 2-(tert-butyl) 8-ethyl 6-(1-(4-cyanobenzyl)-1H-pyrazole-4-carbonyl)-2,6-diazaspiro[3.4]octane-2,8-dicarboxylate